2-amino-3-phenylpropyl carbamate phenylacetate salt C1(=CC=CC=C1)CC(=O)O.C(N)(OCC(CC1=CC=CC=C1)N)=O